C(C)C(CCC)C=CC1=CC=CC=C1 1-ethylbutylstyrene